3-Bromo-1-tosyl-1H-indole-5-carbohydrazide BrC1=CN(C2=CC=C(C=C12)C(=O)NN)S(=O)(=O)C1=CC=C(C)C=C1